N1NC=CC=C1C1(CC1)C#N Pyridazin-6(2H)-ylCyclopropane-1-carbonitrile